butyl α-dimethylethoxysilylpropionate C[Si](C(C(=O)OCCCC)C)(OCC)C